F[C@H]1CN(CC[C@H]1NC1=CC=CC=2N1N=C(C2CC(F)(F)F)C#CCNC(=O)C2=CC(=NO2)C(C)C)C N-[3-(7-{[(3S,4R)-3-fluoro-1-methylpiperidin-4-yl]amino}-3-(2,2,2-trifluoroethyl)pyrazolo[1,5-a]pyridin-2-yl)prop-2-yn-1-yl]-3-isopropylisoxazole-5-carboxamide